1-(trimethyl-silyl)pent-1-yn-3-ol C[Si](C#CC(CC)O)(C)C